N-(5-methyl-1H-pyrazol-3-yl)-7-(4-methylpiperazin-1-yl)-2-phenylquinazolin-4-amine CC1=CC(=NN1)NC1=NC(=NC2=CC(=CC=C12)N1CCN(CC1)C)C1=CC=CC=C1